Cl.Cl.Cl.N[C@H]1CN(CCC1)C1=CC=C(C=N1)NC1=C(C=NC2=CC=C(N=C12)C1=CC(=C(C(=C1)Cl)O)Cl)C(CC)=O (R)-1-(4-((6-(3-aminopiperidin-1-yl)pyridin-3-yl)amino)-6-(3,5-dichloro-4-hydroxyphenyl)-1,5-naphthyridin-3-yl)propan-1-one trihydrochloride